OC1=C(C(=O)C2=C(C=CC(=C2)S(=O)(=O)O)O)C=C(C(C1)(OC)OC)S(=O)(=O)O.[Na].[Na] disodium 2,2'-dihydroxy-4,4-dimethoxy-5,5'-disulfobenzophenone